C1(=CC=CC=C1)SCCCCCCCCCCC(C(=O)O)=C 10-(phenylthio)decylacrylic acid